BrC=1C(=C(C=CC1C#N)C1=C(C=CC(=C1)F)CO)COC bromo-5'-fluoro-2'-(hydroxymethyl)-2-(methoxymethyl)-[1,1'-biphenyl]-4-carbonitrile